Trans-1-nonenylboronic acid C(=C\CCCCCCC)/B(O)O